[(1R)-1-[3-[[2-(tert-butoxycarbonylamino)acetyl]amino]phenyl]-3-(3,4-dimethoxyphenyl)propyl](2S)-1-(3,3-dimethyl-2-oxo-pentanoyl)piperidine-2-carboxylate C(C)(C)(C)OC(=O)NCC(=O)NC=1C=C(C=CC1)[C@@H](CCC1=CC(=C(C=C1)OC)OC)OC(=O)[C@H]1N(CCCC1)C(C(C(CC)(C)C)=O)=O